3-(2-bromophenoxy)-1-bromoacetone BrC1=C(OCC(CBr)=O)C=CC=C1